N-(2-(6,7-difluoro-1H-indol-3-yl)ethyl)-N-ethylpropane-2-amine FC1=CC=C2C(=CNC2=C1F)CCN(C(C)C)CC